C(C1=CC=CC=C1)OC=1C=C(C=CC1OCC1=CC=CC=C1)[C@H]([C@@H](C(=O)O)N(CC1=CC=CC=C1)CC1=CC=CC=C1)O (2S,3R)-3-(3,4-dibenzyloxyphenyl)-2-dibenzylamino-3-hydroxypropionic acid